4-bromo-3,5-dimethoxybenzoic acid tert-butyl ester C(C)(C)(C)OC(C1=CC(=C(C(=C1)OC)Br)OC)=O